1,5-dimethoxypentane COCCCCCOC